ClC=1C(=CC(=NC1)OC)C1=CC(=NN1)C(=O)N1CCC(CC1)C(=O)NCC=1NC(C=CC1)=O 1-[5-(5-chloro-2-methoxypyridin-4-yl)-1H-pyrazole-3-carbonyl]-N-[(6-oxo-1,6-dihydropyridin-2-yl)methyl]piperidine-4-carboxamide